C1(CC1)C1=NC=NC(=C1C1=NC=CC(=N1)OCC1=CC=C(C=C1)C=1N(C=C(N1)C(F)(F)F)C)OC 4-cyclopropyl-6-methoxy-5-[4-[[4-[1-methyl-4-(trifluoromethyl)imidazol-2-yl]phenyl]methoxy]pyrimidin-2-yl]pyrimidine